P(=S)(OCCCCOC(C=C)=O)(O)O acryloxybutyl dihydrogen thiophosphate